1,3,5-triazinan-2,4,6-trione N1C(NC(NC1=O)=O)=O